CN1C(=NC=C1)C(=O)NC1=CC=C(C=C1)N1C2=C(NC(CC1=O)=O)C1=CC=CC=C1C=C2 5-[4-[(1-methyl-1H-imidazol-2-carbonyl)amino]phenyl]-1H-naphtho[1,2-b][1,4]diazepine-2,4(3H,5H)-dione